C12(CC(C1)C2)CNCC=2C=CC=1N(C2)C=C(N1)CN1N=NC(=C1)C=1C(=NC=C(C1)OC)C#N 3-{1-[(6-{[({bicyclo[1.1.1]pentan-1-yl}methyl)amino]methyl}imidazo[1,2-a]pyridin-2-yl)methyl]-1H-1,2,3-triazol-4-yl}-5-methoxypyridine-2-carbonitrile